ClC1=C2C(=NC=C1)C=C(S2)C=2C=C(C=CC2)C 7-Chloro-2-(m-tolyl)thieno[3,2-b]pyridine